FC1=CC=C(C=C1)C(C(=C)B1OC(C(O1)(C)C)(C)C)P(C1=CC=CC=C1)(C1=CC=CC=C1)=O (1-(4-fluorophenyl)-2-(4,4,5,5-tetramethyl-1,3,2-dioxaborolan-2-yl)allyl)diphenylphosphine oxide